C(C)(C)[Si](N1C=CC=2C1=NC=C(C2)O)(C(C)C)C(C)C 1-(triisopropylsilyl)-1H-pyrrolo[2,3-b]pyridin-5-ol